(R)-N-(5-((6-(3-(3'-fluoro-[1,1'-biphenyl]-3-yl)-isoxazolidin-2-yl)-pyrimidin-4-yl)-amino)-4-methoxy-2-(6-(oxetan-3-yl)-2,6-diazaspiro-[3.3]heptan-2-yl)-phenyl)acrylamide FC=1C=C(C=CC1)C1=CC(=CC=C1)[C@@H]1N(OCC1)C1=CC(=NC=N1)NC=1C(=CC(=C(C1)NC(C=C)=O)N1CC2(C1)CN(C2)C2COC2)OC